6-((1-acetylpiperidin-4-yl)amino)-2-(trifluoromethoxy)pyrimidine C(C)(=O)N1CCC(CC1)NC1=CC=NC(=N1)OC(F)(F)F